methyl 2-((4-(pyridin-4-yl)piperazin-1-yl)methyl)-1H-indole-5-carboxylate N1=CC=C(C=C1)N1CCN(CC1)CC=1NC2=CC=C(C=C2C1)C(=O)OC